N-(3-chloro-5-methanesulfonamidophenyl)-1-{3-[(5-fluoropyridin-3-yl)methoxy]pyridin-2-yl}-5-methylpyrrole-3-carboxamide ClC=1C=C(C=C(C1)NS(=O)(=O)C)NC(=O)C1=CN(C(=C1)C)C1=NC=CC=C1OCC=1C=NC=C(C1)F